OCCS(=O)(=O)CC(CCCC(C(=O)NNC)(C)C=1C=C(C=CC1)C[C@H](C(=O)OC)C)(C)C methyl (R)-3-(3-(7-((2-hydroxyethyl)sulfonyl)-2,6,6-trimethyl-1-(2-methylhydrazineyl)-1-oxoheptan-2-yl)phenyl)-2-methylpropanoate